COC(=O)C1COC2=C1C=CC=C2B2OC(C(O2)(C)C)(C)C 7-(4,4,5,5-Tetramethyl-1,3,2-dioxaborolan-2-yl)-2,3-dihydrobenzofuran-3-carboxylic acid methyl ester